4-[3-(Difluoromethyl)-4-fluoro-phenyl]-1-[(5-ethyl-1H-pyrazol-4-yl)methyl]pyrazole FC(C=1C=C(C=CC1F)C=1C=NN(C1)CC=1C=NNC1CC)F